(3',4',5'-trifluoro-biphenyl-2-yl)-amide FC=1C=C(C=C(C1F)F)C1=C(C=CC=C1)[NH-]